C(#N)C=1C=CC(=NC1OCC1=C(C=CC(=C1)C(F)(F)F)F)C(F)(F)F 5-cyano-6-[[2-fluoro-5-(trifluoromethyl)phenyl]methoxy]-2-(trifluoromethyl)pyridine